9,9-dimethyl-10-(9-phenyl-9H-carbazol-2-yl)-9,10-dihydroacridine CC1(C2=CC=CC=C2N(C=2C=CC=CC12)C1=CC=2N(C3=CC=CC=C3C2C=C1)C1=CC=CC=C1)C